CN1CCN(CC1)C1=NN2C(C(=N1)NC=1N=CN(C1)C1=CC(=C(C(=C1)OC)OC)OC)=CC=C2 2-(4-methylpiperazin-1-yl)-N-(1-(3,4,5-trimethoxyphenyl)-1H-imidazol-4-yl)pyrrolo[2,1-f][1,2,4]triazin-4-amine